[(1S,2S)-2-(4-fluoro-2-methyl-phenyl)-1,3-dimethyl-butyl] (2S)-2-[(3-acetoxy-4-methoxy-pyridine-2-carbonyl)amino]-propanoate C(C)(=O)OC=1C(=NC=CC1OC)C(=O)N[C@H](C(=O)O[C@H]([C@@H](C(C)C)C1=C(C=C(C=C1)F)C)C)C